C(C)(C)(C)OC(N[C@@H](COCC1OC1)C)=O ((R)-1-methyl-2-oxiranylmethoxy-ethyl)-carbamic acid tert-butyl ester